NCC(=O)N1C(C=CC2=CC=C(C=C12)OCCCCN1CCN(CC1)C1=CC=CC=2SC=CC21)=O 1-(2-aminoacetyl)-7-(4-(4-(benzo[b]thiophen-4-yl)piperazin-1-yl)butoxy)quinolin-2(1H)-one